(RS)-N-(3,5-dichlorophenyl)-2-(methoxymethyl)-succinimide ClC=1C=C(C=C(C1)Cl)N1C([C@H](CC1=O)COC)=O |r|